3-acetyl-6-(4-tert-butyl-2-methyl-phenyl)-2-methyl-1H-pyridin-4-one C(C)(=O)C1=C(NC(=CC1=O)C1=C(C=C(C=C1)C(C)(C)C)C)C